(2-{octahydrocyclopenta[c]pyrrol-2-yl}-2-oxoethyl)-2,3-dihydro-1H-isoindol-1-one C1N(CC2C1CCC2)C(CN2C(C1=CC=CC=C1C2)=O)=O